FC1=C(C(=C(C(=C1OC(C=C)=O)F)F)F)F Acrylic acid pentafluorophenyl ester